4-tert-butyl 2-ethyl (5S)-5-methyl-1,1-dioxo-1λ6-thiomorpholine-2,4-dicarboxylate C[C@H]1CS(C(CN1C(=O)OC(C)(C)C)C(=O)OCC)(=O)=O